(4-methylbenzyl)-4,6-diphenylpyridine CC1=CC=C(CC2=NC(=CC(=C2)C2=CC=CC=C2)C2=CC=CC=C2)C=C1